5-bromo-2,3-dimethoxyaniline BrC=1C=C(C(=C(N)C1)OC)OC